3-(((2S,3S)-8-methoxy-2-(6-methoxypyridin-3-yl)-3-methyl-2,3-dihydrobenzo[b][1,4]dioxin-6-yl)methyl)-3H-imidazo[4,5-b]pyridine-2-d COC1=CC(=CC2=C1O[C@H]([C@@H](O2)C)C=2C=NC(=CC2)OC)CN2C(=NC=1C2=NC=CC1)[2H]